BrC=1C(N(C=C2C=CC(=NC12)NCC(F)(F)F)C1=CC2=CN(N=C2C=C1)C)=O 8-bromo-6-(2-methyl-2H-indazol-5-yl)-2-((2,2,2-trifluoroethyl)amino)-1,6-naphthyridin-7(6H)-one